FC(CSN1S(C2=C(C1=O)C=CC=C2)(=O)=O)F 2-((2,2-difluoroethyl)thio)benzo[d]isothiazol-3(2H)-one 1,1-dioxide